ethyl 2-amino-2-(3-fluorophenyl)acetate NC(C(=O)OCC)C1=CC(=CC=C1)F